1-(4-(5-(1-(But-2-ynyl)-1,2,3,6-tetrahydropyridin-4-yl)-7H-pyrrolo[2,3-d]pyrimidin-4-yl)-2-fluorobenzyl)-3-phenylurea C(C#CC)N1CCC(=CC1)C1=CNC=2N=CN=C(C21)C2=CC(=C(CNC(=O)NC1=CC=CC=C1)C=C2)F